N-[3-[2-(difluoromethoxy)-5-[3-[[(3-hydroxycyclobutyl)amino]methyl]phenoxy]phenyl]-1-methyl-pyrazol-4-yl]pyrazolo[1,5-a]pyrimidine-3-carboxamide FC(OC1=C(C=C(C=C1)OC1=CC(=CC=C1)CNC1CC(C1)O)C1=NN(C=C1NC(=O)C=1C=NN2C1N=CC=C2)C)F